COCOC1=C(C=CC=C1)C1=CC=C(N=N1)N 6-(2-(methoxymethoxy)phenyl)pyridazin-3-amine